CN(C1CCN(CC1)C1=C(C=C(C=N1)CC1=CN=C2C(=NC(=NN21)OC(CCC)CCC)N)C)C 7-((6-(4-(dimethylamino)piperidin-1-yl)-5-methylpyridin-3-yl)methyl)-2-(heptan-4-yloxy)imidazo[2,1-f][1,2,4]triazin-4-amine